1-(2-(3,8-diazabicyclo[3.2.1]octan-3-yl)-7-(1H-pyrazol-1-yl)benzo[d]oxazol-5-yl)-2,2,2-trifluoroethan-1-ol C12CN(CC(CC1)N2)C=2OC1=C(N2)C=C(C=C1N1N=CC=C1)C(C(F)(F)F)O